C(N)(O)=O.C=1(C(=CC=CC1)CN)CN xylylenediamine carbamate